1-oxa-6-azaspiro[3.3]heptan-6-yl-[(4S)-7-chloro-6-(3-fluoro-2-pyridyl)-4-methyl-8-(trifluoromethyl)-4H-[1,2,4]triazolo[1,5-a][1,4]benzodiazepin-2-yl]methanone O1CCC12CN(C2)C(=O)C2=NN1C([C@@H](N=C(C3=C1C=CC(=C3Cl)C(F)(F)F)C3=NC=CC=C3F)C)=N2